Cl.CO[C@H]1[C@H](C2=CC=C(C=C2C1)C(F)(F)F)NC (1S,2R)-2-methoxy-N-methyl-5-(trifluoromethyl)-2,3-dihydro-1H-inden-1-amine hydrochloride